C1(=CC=CC=C1)C=CC 3-phenyl-2-propen